C(N)(=O)C=1C(=NC(=NC1)NC1CCN(CC1)C(=O)OCC)NC1=CC=CC=C1 ethyl 4-(5-carbamoyl-4-(phenylamino)pyrimidin-2-ylamino)piperidine-1-carboxylate